5-(2-amino-4-methoxy-3-methyl-4-oxobutyl)isophthalic acid dimethyl ester hydrochloride Cl.COC(C1=CC(C(=O)OC)=CC(=C1)CC(C(C(=O)OC)C)N)=O